BrC1=CC(=NC=C1)OC1=NC(=NC=C1C1=CC=CC=C1)Cl 4-((4-bromopyridin-2-yl)oxy)-2-chloro-5-phenylpyrimidine